S1C(=CC=C1)S(=O)(=O)CC(=O)C1=CC=CC=C1 2-(thiophene-2-sulfonyl)acetophenone